N1=C(C=CC=C1)N1CCN(CC1)C(=O)NC1=C(N=NS1)C(=O)O 5-[(4-Pyridin-2-yl-piperazine-1-carbonyl)-amino]-[1,2,3]thiadiazole-4-carboxylic acid